2-((7-(3-chloro-4-fluorophenyl)-4,5,6,7-tetrahydrobenzo[d]thiazol-2-yl)amino)-2-oxoethyl methylsulfamate CNS(OCC(=O)NC=1SC2=C(N1)CCCC2C2=CC(=C(C=C2)F)Cl)(=O)=O